3-(3-(tribromomethyl)phenyl)-5-methyl-pyrazol-4-ol BrC(C=1C=C(C=CC1)C1=NNC(=C1O)C)(Br)Br